C(C)N(C1CCC(CC1)C=1C=C2C(=C(NC2=CC1)C=1C=C(C=2N(C1)N=CN2)C)C(C)C)C N-Ethyl-4-(3-isopropyl-2-(8-methyl-[1,2,4]triazolo[1,5-a]pyridin-6-yl)-1H-indol-5-yl)-N-methylcyclohexan-1-amin